C(#N)C=1C(=C(C(=NC1)C(=O)NC=1C=C2C(=NNC2=CC1)C=C1CCN(CC1)C(=O)OC(C)(C)C)C)C tert-butyl 4-((5-(5-Cyano-3,4-dimethylpicolinamido)-1H-indazol-3-yl)methylene)piperidine-1-carboxylate